6-chloro-4-((4-methoxybenzyl)oxy)-2,3-dihydrofuro[3,2-c]pyridine ClC1=CC2=C(C(=N1)OCC1=CC=C(C=C1)OC)CCO2